CC(C)(C)S(=O)N=C(C)C1=CC(=CC=2C(N3CCC4=NNC=C4C3=NC12)=O)C 2-methyl-N-[1-(5-methyl-2-oxo-1,9,13,14-tetrazatetracyclo[8.7.0.03,8.011,15]heptadeca-3(8),4,6,9,11,14-hexaen-7-yl)ethylidene]propane-2-sulfinamide